F[C@@H]1[C@H]2CCC[C@@H](C[C@@H]1N(C1=CC=C(N=N1)C1=C(C=C3C(C=C(OC3=C1)C)=O)O)C)N2C 7-(6-(((1R,2R,3S,5S)-2-fluoro-9-methyl-9-azabicyclo[3.3.1]nonan-3-yl)(methyl)amino)pyridazin-3-yl)-6-hydroxy-2-methyl-4H-chromen-4-one